ClC=1C=C2C=CN=C(C2=C(C1)C)N(C(C1=C(C=C(C=C1)C=1N=NN(C1)C([2H])([2H])[2H])F)=O)[C@H]1CNCCC1 N-(6-chloro-8-methyl-1-isoquinolyl)-2-fluoro-N-[(3R)-3-piperidyl]-4-[1-(trideuteriomethyl)triazol-4-yl]benzamide